N-(5-fluoro-2-isopropylbenzyl)-1-methyl-1H-pyrazole-4-carboxamide FC=1C=CC(=C(CNC(=O)C=2C=NN(C2)C)C1)C(C)C